C(C)(C)(C)N(C(O)=O)CCCCBr t-butyl-N-(4-bromobutyl)carbamic acid